5'-(2,6-diphenylpyrimidin-4-yl)-4,4''-bis(3-methyl-9H-carbazol-9-yl)-4'-(4-(3-methyl-9H-carbazol-9-yl)phenyl)-[1,1':2',1''-terphenyl]-3'-carbonitrile C1(=CC=CC=C1)C1=NC(=CC(=N1)C=1C(=C(C(=C(C1)C1=CC=C(C=C1)N1C2=CC=CC=C2C=2C=C(C=CC12)C)C1=CC=C(C=C1)N1C2=CC=CC=C2C=2C=C(C=CC12)C)C#N)C1=CC=C(C=C1)N1C2=CC=CC=C2C=2C=C(C=CC12)C)C1=CC=CC=C1